CC(C(=O)OCC(CC=C(C(=O)[O-])C)(CC=C(C(=O)[O-])C)COC(C(=C)C)=O)=C 2,2-Bis[[(2-methyl-1-oxoallyl)oxy]methyl]-1,3-propandiylbismethacrylat